2,5-bis(4-hydroxy-2-fluorophenyl)-3-bromothiophene OC1=CC(=C(C=C1)C=1SC(=CC1Br)C1=C(C=C(C=C1)O)F)F